FC=1C(=C(C=CC1F)C1C(OC(C1)(C(F)(F)F)C)C(=O)O)OC 3-(3,4-difluoro-2-methoxy-phenyl)-5-methyl-5-(trifluoromethyl)tetrahydrofuran-2-carboxylic acid